C(C)N1C(=NN(C1=O)C=1N(C(C2=CC=CC=C2C1C(C)(C)O)=O)C1=CC(=CC=C1)F)CO (4-ethyl-3-(hydroxymethyl)-5-oxo-4,5-dihydro-1H-1,2,4-triazol-1-yl)-2-(3-fluorophenyl)-4-(2-hydroxypropan-2-yl)isoquinolin-1(2H)-one